4,4'-methylenebis-cyclohexyl diisocyanate C(C1CCC(CC1)N=C=O)C1CCC(CC1)N=C=O